C1(=CC=CC=C1)C=1C=C2C=NC=NC2=C(C1)C=1CN(CC1)C(=O)OC(C)(C)C tert-butyl 3-(6-phenylquinazolin-8-yl)-2,5-dihydro-1H-pyrrole-1-carboxylate